BrC1=CC(=NC=C1[N+](=O)[O-])OC 4-bromo-2-methoxy-5-nitro-pyridine